S(=O)(=O)([O-])[O-].CC[N+](CCO)(CCO)CCO.CC[N+](CCO)(CCO)CCO methyl-tris(2-hydroxyethyl)methylammonium sulfate